8-cyclopentyl-6-(difluoromethyl-d)-2-((1-(methylsulfonyl)piperidin-4-yl-3,3,4,5,5-d5)-amino)pyrido[2,3-d]pyrimidin-7(8H)-one C1(CCCC1)N1C(C(=CC2=C1N=C(N=C2)NC2(C(CN(CC2([2H])[2H])S(=O)(=O)C)([2H])[2H])[2H])C([2H])(F)F)=O